trimethyl(((2R,3S)-3-((trimethylsilyl)oxy)-2,3-dihydrofuran-2-yl)methoxy)silane C[Si](OC[C@H]1OC=C[C@@H]1O[Si](C)(C)C)(C)C